cis-furan O1C=CC=C1